(Z)-4-(2-((4-amino-2-fluorobut-2-en-1-yl)sulfonyl)phenoxy)-N,N-dimethylbenzene-sulfonamide NC\C=C(\CS(=O)(=O)C1=C(OC2=CC=C(C=C2)S(=O)(=O)N(C)C)C=CC=C1)/F